1-[4-bromo-2-(2-pyridyl)pyrazol-3-yl]ethanone BrC1=C(N(N=C1)C1=NC=CC=C1)C(C)=O